C(C#C)OCCN1CCC(CC1)CO (1-(2-(prop-2-yn-1-yloxy)ethyl)piperidin-4-yl)methanol